O[SiH2]O[Si](O)(O)O tetrahydroxydisiloxane